2-(2-(4,4-Difluorocyclopent-1-en-1-yl)-6-isopropyl-5,8-dioxo-5,6,7,8-tetrahydro-4H-pyrazolo[1,5-a]pyrrolo[3,4-d]pyrimidin-4-yl)-N-(5-fluoropyridin-2-yl)acetamide FC1(CC=C(C1)C1=NN2C(N(C3=C(C2=O)CN(C3=O)C(C)C)CC(=O)NC3=NC=C(C=C3)F)=C1)F